ClC1=C(C(=O)NC=2C=C3C=C(N(C3=CC2)C)C(=O)NCC2=CC=C(C=C2)Cl)C=C(C=C1)CNC(C(C)C)=O 5-(2-chloro-5-(isobutyrylaminomethyl)benzoylamino)-N-(4-chlorobenzyl)-1-methyl-1H-indole-2-carboxamide